CC1(C(C2=C(OC=C2)CCC1)NC1=C(C(C1=O)=O)NC=1C(=C(C(=O)N(C)C)C=CC1)O)C 3-((2-((5,5-dimethyl-5,6,7,8-tetrahydro-4H-cyclohepta[b]furan-4-yl)amino)-3,4-dioxocyclobut-1-en-1-yl)amino)-2-hydroxy-N,N-dimethylbenzamide